CC1(C(=O)N(C(=O)N1CO)CO)C Dimethyloldimethylhydantoin